BrC1=CC2=C(N(C([C@H](CS2)NC(=O)OC(C)(C)C)=O)CC2=CC=C(C=C2)Cl)C=C1C(=O)O (3R)-8-bromo-3-(tert-butoxycarbonylamino)-5-[(4-chlorophenyl)methyl]-4-oxo-2,3-dihydro-1,5-benzothiazepine-7-carboxylic acid